2-(2-Furyl)-5-[[(2R)-pyrrolidin-2-yl]methylamino]pyrazolo[1,5-a]pyrimidine-3-carbonitrile hydrochloride Cl.O1C(=CC=C1)C1=NN2C(N=C(C=C2)NC[C@@H]2NCCC2)=C1C#N